CN1N=C2C=3C=CC=C(O[C@@H]4CN([C@H](C(NCCCCN2C1=O)=O)C4)C(=O)OC(C)(C)C)C3 tert-butyl (13S,16S)-4-methyl-5,12-dioxo-17-oxa-3,4,6,11,14-pentazatetracyclo[16.3.1.113,16.02,6]tricosa-1(22),2,18,20-tetraene-14-carboxylate